[PH2](=O)N=C(N)N 2-phosphinylguanidine